Cl.NC1=C(C=C(OC2=CC=NC=3NC(C=NC32)=O)C=C1)Cl 8-(4-amino-3-chlorophenoxy)pyrido[2,3-b]pyrazin-3(4H)-one hydrochloride